OCC1=CC=C(O1)C1N(CC2(C1)CCC(CC2)NC2=C(C=C(C(=C2)C(F)(F)F)F)F)C=O 3-[5-(hydroxymethyl)-2-furyl]{(5r,8r)-8-[2,4-difluoro-5-(trifluoromethyl)phenylamino]-2-aza-2-spiro[4.5]decyl}methanone